Cl.N1(CCNCC1)C=1N=C(C2=C(N1)C=NC=C2)N (piperazin-1-yl)pyrido[3,4-d]pyrimidin-4-amine hydrochloride